ClC=1C=C(C=C(C1F)Cl)C1(CC(=NO1)N1CC=2C=NC(=CC2C1)C(=O)N1CCC2(COC2)CC1)C(F)(F)F (2-(5-(3,5-dichloro-4-fluorophenyl)-5-(trifluoromethyl)-4,5-dihydroisoxazol-3-yl)-2,3-dihydro-1H-pyrrolo[3,4-c]pyridin-6-yl)(2-oxa-7-azaspiro[3.5]nonan-7-yl)methanone